4,10-diethylaminothioxanthone C(C)NC1=CC=CC=2C(C3=CC=CC=C3S(C12)NCC)=O